C(C1=CC=CC=C1)[C@@H](C(NCC(NCO[C@H](C(=O)O)C)=O)=O)NC(CNC(CNC(CCCCCN1C(C=CC1=O)=O)C(F)(F)F)=O)=O (2S,10S)-10-benzyl-23-(2,5-dioxo-2,5-dihydro-1H-pyrrol-1-yl)-2-methyl-6,9,12,15-tetraoxo-18-(trifluoromethyl)-3-oxa-5,8,11,14,17-pentaazatricosan-1-oic acid